[5-bromo-3-Methyl ((S)-2-methoxy-1-methyl-ethyl)-2,4-dioxo-3,4-dihydro-2H-pyrimidin-1-yl]-acetate BrC=1C(N(C(N(C1[C@@H](COC)C)CC(=O)[O-])=O)C)=O